O=C(CCCCCCCC(=O)O)CCCCCCCCC=CCC=CCCCCC 9-oxoheptacosa-18,21-dienoic acid